furo[2,3-e]isoindol O1C=CC2=C1C1=CNC=C1C=C2